CC1(OC2=CC=CC=C2[C@H](C1)NC(=O)C=1C=CC2=C(C(C(O2)(C)COC)N2C(NC(CC2=O)(C)C)=N)C1)C N-[(4S)-2,2-dimethylchroman-4-yl]-3-(2-imino-4,4-dimethyl-6-oxo-hexahydropyrimidin-1-yl)-2-(methoxymethyl)-2-methyl-3H-benzofuran-5-carboxamide